C(CC)OC(C(C(=O)OCCC)=CC1=CC(=CC=C1)OCC(C)C)=O 3-isobutoxybenzylidenemalonic acid dipropyl ester